N-((3S,4S)-4-(3,4-difluorophenyl)piperidin-3-yl)-5,6-dihydropyrazolo[1,5-d]thieno[3,2-f][1,4]oxazepin-2-carboxamide FC=1C=C(C=CC1F)[C@H]1[C@@H](CNCC1)NC(=O)C1=CC=2C=3N(CCOC2S1)N=CC3